2-furanformic acid O1C(=CC=C1)C(=O)O